4-(5-chloro-2-oxo-2,3-dihydro-1H-benzo[d]imidazol-1-yl)piperidine-1-carboxylic acid tert-butyl ester C(C)(C)(C)OC(=O)N1CCC(CC1)N1C(NC2=C1C=CC(=C2)Cl)=O